ClC=1C=C(C(=O)Cl)C=C(C1F)Cl 3,5-dichloro-4-fluorobenzoyl chloride